OC1CCC(CC1)N1N=CC(=C1)C1=NNC2=C1N=C(N=C2)N2C1C(N(CC2CC1)C)=O 8-(3-(1-((1r,4S)-4-Hydroxycyclohexyl)-1H-pyrazol-4-yl)-1H-pyrazolo[4,3-d]pyrimidin-5-yl)-3-methyl-3,8-diazabicyclo[3.2.1]octan-2-one